C1(CC1)C=1C=NC(=NC1)N1CCN(CC1)C(CCOC[C@H](C)NC1=C(C(NN=C1)=O)C(F)(F)F)=O (S)-5-((1-(3-(4-(5-Cyclopropylpyrimidin-2-yl)piperazin-1-yl)-3-oxopropoxy)propan-2-yl)Amino)-4-(trifluoromethyl)pyridazine-3(2H)-one